1-(2-((4-(4-(5,7-dimethoxy-4-oxo-3,4-dihydroquinazolin-2-yl)phenyl)piperazin-1-yl)methyl)phenyl)dihydropyrimidine-2,4(1H,3H)-dione COC1=C2C(NC(=NC2=CC(=C1)OC)C1=CC=C(C=C1)N1CCN(CC1)CC1=C(C=CC=C1)N1C(NC(CC1)=O)=O)=O